COC(C=CC=O)OC 4,4-dimethoxy-but-2-enal